(2,3-epoxypropoxy)propyl-trihydroxysilane C(C1CO1)OCCC[Si](O)(O)O